CN(C1=C(C=C(C(=N1)F)C1=CN=C(N1C)C(=O)NC1=CC(=C(C(=O)N2CCN(CC2)C(C[N+](C)(C)C)=O)C=C1)C)F)C [2-[4-[4-[[5-[6-(dimethylamino)-2,5-difluoro-3-pyridyl]-1-methyl-imidazole-2-carbonyl]amino]-2-methyl-benzoyl]piperazin-1-yl]-2-oxo-ethyl]-trimethyl-ammonium